Cl.Cl.C1=NC=CC=2C(=CC=CC12)S(=O)(=O)N1[C@@H](CNCC1)C |r| (±)-1-(5-Isoquinolinesulphonyl)-2-methylpiperazine dihydrochloride